2'-chloro-N-{5-[1-(difluoromethyl)-5-methyl-1H-pyrazole-3-carbonyl]-4H,5H,6H-pyrrolo[3,4-d][1,3]thiazol-2-yl}-5'-methoxy-6-methyl-[4,4'-bipyridine]-3-carboxamide ClC1=NC=C(C(=C1)C1=C(C=NC(=C1)C)C(=O)NC=1SC2=C(N1)CN(C2)C(=O)C2=NN(C(=C2)C)C(F)F)OC